CS(=O)(=O)N1CC(N(CC1)C1=CC(=CC(N1)=O)C1=C2C(=NC=C1)NN=C2)C(F)(F)F 6-[4-methylsulfonyl-2-(trifluoromethyl)piperazin-1-yl]-4-(1H-pyrazolo[3,4-b]pyridin-4-yl)-1H-pyridin-2-one